1-(4-bromo-2-methylphenyl)pyrrolidin-2-one BrC1=CC(=C(C=C1)N1C(CCC1)=O)C